(P)-6-amino-7-(3-hydroxy-2,6-dimethylphenyl)-3-isopropyl-2-methyl-3H-imidazo[4,5-b]pyridine-5-carboxamide NC=1C(=C2C(=NC1C(=O)N)N(C(=N2)C)C(C)C)C2=C(C(=CC=C2C)O)C